(2R)-2-{4-[6-Amino-5-(p-chlorophenyl)-4-pyrimidinyl]-1H-pyrazol-1-yl}-2-[p-(trifluoromethyl)phenyl]ethanol NC1=C(C(=NC=N1)C=1C=NN(C1)[C@@H](CO)C1=CC=C(C=C1)C(F)(F)F)C1=CC=C(C=C1)Cl